BrC=1C=NC(=NC1)C(=O)C1COC1 5-bromo-2-(oxetane-3-carbonyl)pyrimidine